6-((6-fluoroquinolin-4-yl)amino)-2-azaspiro[3.3]heptane-2-carboxylic acid tert-butyl ester C(C)(C)(C)OC(=O)N1CC2(C1)CC(C2)NC2=CC=NC1=CC=C(C=C21)F